2,9-dihydro-9-(methoxymethyl)-2-(pyridin-3-yl)-10H-pyrazolo[3,4-f]pyrido[2,3-b][1,4]oxazepin-10-one COCN1C2=C(OC=3C(C1=O)=NN(C3)C=3C=NC=CC3)N=CC=C2